tert-butyl (3R)-3-{1'-[2-cyano-4-(trifluoromethyl)phenyl]-6-(2-ethoxypyridin-3-yl)-2-oxo-1,2-dihydrospiro[indole-3,4'-piperidin]-1-yl}pyrrolidine-1-carboxylate C(#N)C1=C(C=CC(=C1)C(F)(F)F)N1CCC2(CC1)C(N(C1=CC(=CC=C12)C=1C(=NC=CC1)OCC)[C@H]1CN(CC1)C(=O)OC(C)(C)C)=O